C(C)(C)(C)OC(NC=1C=NN(C1F)C1CC1)=O (1-cyclopropyl-5-fluoro-1H-pyrazol-4-yl)carbamic acid tert-butyl ester